8-amino-9-(3-hydroxy-2,6-dimethylphenyl)-9H-pyrrolo[3,2-h]cinnoline-7-carboxamide NC1=C(C2=CC=C3C=CN=NC3=C2N1C1=C(C(=CC=C1C)O)C)C(=O)N